C(C)(C)(C)OC(=O)N[C@H](C(=O)[O-])CC=O (2S)-2-[[tert-butoxycarbonyl] amino]-4-oxobutanoate